3-methyl-5-{2-[2-(7-methylquinoline-8-sulfonamido)phenyl]ethynyl}pyridine-2-carboxylic acid CC=1C(=NC=C(C1)C#CC1=C(C=CC=C1)NS(=O)(=O)C=1C(=CC=C2C=CC=NC12)C)C(=O)O